3-Phenyl-3-(4-piperidinophenyl)-10-[4-((4-(trans-4-pentylcyclohexyl)phenoxy)carbonyl)phenyl]-12-bromo-5,7-difluoro-13,13-dimethyl-3,13-dihydro-indeno[2',3':3,4]naphtho[1,2-b]pyran C1(=CC=CC=C1)C1(C=CC2=C(O1)C=1C(=CC(=CC1C1=C2C(C2=C(C=C(C=C21)C2=CC=C(C=C2)C(=O)OC2=CC=C(C=C2)[C@@H]2CC[C@H](CC2)CCCCC)Br)(C)C)F)F)C2=CC=C(C=C2)N2CCCCC2